C(C)(C)N1CCC(CC1)COC1=NC=CC(=C1)CNC=1C=2C=CN=C(C2C=CC1)N N5-[[2-[(1-isopropyl-4-piperidinyl)methoxy]-4-pyridinyl]methyl]isoquinoline-1,5-diamine